NCC=1C=C(C=CC1)C1=CC=C2C=NC(=NC2=C1)NC1=C(C=C2CCNCC2=C1)OC 7-[3-(aminomethyl)phenyl]-N-(6-methoxy-1,2,3,4-tetrahydroisoquinolin-7-yl)quinazolin-2-amine